N[C@H](C)C1=CC(=CC=2C(C(=C(OC21)C=2C=CC=1C(N2)=CN(N1)C)C)=O)C 8-[(1R)-1-aminoethyl]-3,6-dimethyl-2-(2-methylpyrazolo[4,3-b]pyridin-5-yl)benzopyran-4-one